chloro-4'-(oxetan-3-ylmethoxy)-4,5,6',7'-tetrahydro-2H,5'H-spiro[furan-3,8'-quinoline] ClC1=NC=2C3(CCCC2C(=C1)OCC1COC1)COCC3